(ethylamino)silane C(C)N[SiH3]